ClC=1C(=NC(=C(C(=O)NC2=CC(=C(C=C2)F)C(N)=NO)C1)N1CCC(CCC1)(F)F)C(F)(F)F 5-chloro-2-(4,4-difluoroazepan-1-yl)-N-(4-fluoro-3-(N'-hydroxycarbamimidoyl)phenyl)-6-(trifluoromethyl)nicotinamide